ClC1=NC=2CCCC3(C2C=C1)\C=N/C1=C(OC3)C=CC(=C1)C(=O)OC (Z)-methyl 2'-chloro-7',8'-dihydro-2H,6'H-spiro[benzo[b][1,4]oxazepine-3,5'-quinoline]-7-carboxylate